(6S)-3-[(3S)-3,4-dimethyl-1,1-dioxo-1,2,5-thiadiazolidin-2-yl]-6-methyl-N-(3,4,5-trifluorophenyl)-6,7-dihydro-4H-pyrazolo[1,5-a]pyrazine-5-carboxamide C[C@@H]1N(S(NC1C)(=O)=O)C=1C=NN2C1CN([C@H](C2)C)C(=O)NC2=CC(=C(C(=C2)F)F)F